(S)-1-(1-((5-(4-((4-(morpholinomethyl)phenyl)ethynyl)phenyl)-1,3,4-oxadiazol-2-yl)methyl)-1H-imidazol-2-yl)ethan-1-ol O1CCN(CC1)CC1=CC=C(C=C1)C#CC1=CC=C(C=C1)C1=NN=C(O1)CN1C(=NC=C1)[C@H](C)O